[Sn].[S] sulfur tin